F[C@@H]1C[C@@]2(CCCN2C1)COC1=NC2=C(C(=CC=C2C(=N1)N1C[C@@H]2CC[C@H](CC1)N2)C2=CC(=CC1=CC=CC(=C21)F)O)F 4-(2-{[(2R,7aS)-2-fluoro-hexahydro-1H-pyrrolizin-7a-yl]methoxy}-4-[(1S,6R)-3,9-diazabicyclo[4.2.1]non-3-yl]-8-fluoroquinazolin-7-yl)-5-fluoronaphthalen-2-ol